FC([C@H](O)C=1N(C=C(N1)I)C12CC(C1)(C2)F)(F)F (R)-2,2,2-trifluoro-1-(1-(3-fluorobicyclo[1.1.1]pentan-1-yl)-4-iodo-1H-imidazol-2-yl)ethanol